C(C)OC1CC(=NO1)C(=O)OCC Ethyl 5-ethoxy-4,5-dihydroisoxazole-3-carboxylate